NC1=NC=2C=CC(=CC2C2=C1C=NN2C)C(=O)N(CC2=NC=C(C=C2)C(F)(F)F)N2C(OC1(CC1)CC2)=O 4-amino-1-methyl-N-(5-oxo-4-oxa-6-azaspiro[2.5]octan-6-yl)-N-((5-(trifluoromethyl)pyridin-2-yl)methyl)-1H-pyrazolo[4,3-c]quinoline-8-carboxamide